4-Indol-1-yl-N-[2-methoxy-4-(methylsulfonimidoyl)phenyl]-5-methyl-pyrimidin-2-amine N1(C=CC2=CC=CC=C12)C1=NC(=NC=C1C)NC1=C(C=C(C=C1)S(=O)(=N)C)OC